4-{[(2E)-4-({4-Carbamoyl-2-[3-(morpholin-4-yl)propoxy]-6-nitrophenyl}amino)but-2-en-1-yl]amino}-3-methoxy-5-nitrobenzamide C(N)(=O)C1=CC(=C(C(=C1)[N+](=O)[O-])NC/C=C/CNC1=C(C=C(C(=O)N)C=C1[N+](=O)[O-])OC)OCCCN1CCOCC1